S1C=NC=C1C=1C=C(C=C(C1)C1=CN=CS1)[C@@H](C)NC(C1=C(C=CC(=C1)OCCN(C)C)C)=O (R)-N-(1-(3,5-di(thiazol-5-yl)phenyl)ethyl)-5-(2-(dimethylamino)ethoxy)-2-methylbenzamide